2-(3-triethoxyethylsilyl-propyl)-1,4-diethylpiperazine C(C)OC(C[SiH2]CCCC1N(CCN(C1)CC)CC)(OCC)OCC